COC1(CCOCC1)CO (4-methoxytetrahydro-2H-pyran-4-yl)methanol